2-[3-(trifluoromethyl)-phenyl]propyl 2,2-dimethylpropanoate CC(C(=O)OCC(C)C1=CC(=CC=C1)C(F)(F)F)(C)C